FC(C1=NN(C(=C1C(=O)NC1=C2C(CC(C2=CC=C1)(C)C)C)C)C)F 3-(difluoromethyl)-1,5-dimethyl-N-(1,1,3-trimethylindan-4-yl)pyrazole-4-carboxamide